1-(1H-benzo[d]imidazol-5-yl)-2-(4-(3,3-difluoropropoxy)-2,6-difluorophenyl)-4-oxoazetidin-3-yl acetate C(C)(=O)OC1C(N(C1=O)C1=CC2=C(NC=N2)C=C1)C1=C(C=C(C=C1F)OCCC(F)F)F